Phenylmethyl (2R)-2-(2-aminoethyl)-1-piperidinecarboxylate NCC[C@@H]1N(CCCC1)C(=O)OCC1=CC=CC=C1